ClC1=NC(=C2N=CN(C2=N1)[C@@H]1O[C@@H]([C@H]([C@H]1O)O)CO)N1CCC(CC1)C1=CC=CC=C1 (2R,3R,4S,5R)-2-[2-chloro-6-(4-phenyl-1-piperidinyl)purin-9-yl]-5-(hydroxymethyl)tetrahydrofuran-3,4-diol